C(C1=CC=CC=C1)C(O)CCCC benzyl-butyl-methanol